2-(2,3-dihydrobenzo[b][1,4]dioxin-6-yl)-N-(1,1-dioxidobenzo[b]thiophen-6-yl)acetamide O1C2=C(OCC1)C=C(C=C2)CC(=O)NC=2C=CC1=C(S(C=C1)(=O)=O)C2